6-(5-(2,4-dimethylpyridin-3-yl)-1H-pyrrolo[2,3-b]pyridin-3-yl)-N-(1-methylpiperidin-4-yl)quinazolin-4-amine CC1=NC=CC(=C1C=1C=C2C(=NC1)NC=C2C=2C=C1C(=NC=NC1=CC2)NC2CCN(CC2)C)C